4-(2-{[6-(2,2-difluoro-2-phenylethoxy)hexyl]amino}-1-hydroxy-ethyl)-2-(hydroxymethyl)phenol FC(COCCCCCCNCC(O)C1=CC(=C(C=C1)O)CO)(C1=CC=CC=C1)F